1,4-biscitraconimidomethylbenzene C1(C(C)=CC(N1CC1=CC=C(C=C1)CN1C(C(C)=CC1=O)=O)=O)=O